2-(3,4-difluoro-phenyl)-ethylamine hydrochloride Cl.FC=1C=C(C=CC1F)CCN